4-(1-(methylsulfonyl)azetidin-3-yl)-2-nitrophenol CS(=O)(=O)N1CC(C1)C1=CC(=C(C=C1)O)[N+](=O)[O-]